ClC=1C=C2CCCN(C2=C(C1)C1=NC=NN2C1=CC(=C2)CN2C(C1C(C1C2=O)(C)C)=O)CC2(CCNCC2)F 3-((4-(6-chloro-1-((4-fluoropiperidin-4-yl)methyl)-1,2,3,4-tetrahydroquinolin-8-yl)pyrrolo[2,1-f][1,2,4]triazin-6-yl)methyl)-6,6-dimethyl-3-azabicyclo[3.1.0]hexane-2,4-dione